CON(C(C1=NC(=CC=C1)OC)=O)C N,6-dimethoxy-N-methylpicolinamide